COC=1C=C(C=O)C=C(C1C=O)OC 3,5-dimethoxyterephthalaldehyde